N1=C(C=CC=C1)C1=NNC(=C1C(=O)N(C)C)C 2-pyridyl-N,N,5-trimethyl-pyrazole-4-carboxamide